(S)-5-((4-chloro-2-formyl-5-((4-(4,4,5,5-tetramethyl-1,3,2-dioxaborolan-2-yl)-2,3-dihydro-1H-inden-1-yl)oxy)phenoxy)methyl)nicotinonitrile ClC1=CC(=C(OCC=2C=NC=C(C#N)C2)C=C1O[C@H]1CCC2=C(C=CC=C12)B1OC(C(O1)(C)C)(C)C)C=O